ClC=1C(=C2C(=C(N=C(C2=CN1)N1CC2CCC(C1)N2C(=O)OC(C)(C)C)CO)C2(CC2)O)F tert-butyl 3-[6-chloro-5-fluoro-4-(1-hydroxycyclopropyl)-3-(hydroxymethyl)-2,7-naphthyridin-1-yl]-3,8-diazabicyclo[3.2.1]octane-8-carboxylate